C(C(=O)OCCC(C=C(CC(C)C)C)C)(=O)OCC ethyl (3,5,7-trimethyloct-4-en-1-yl) oxalate